N-((4-(6-(difluoromethyl)pyridin-3-yl)-4,5,6,7-tetrahydropyrazolo[1,5-a]pyrimidin-6-yl)methyl)acrylamide FC(C1=CC=C(C=N1)N1C=2N(CC(C1)CNC(C=C)=O)N=CC2)F